[Cl-].COC(C(CCC#C)[NH3+])=O 1-methoxy-1-oxohex-5-yn-2-aminium chloride